BrC1=C2CCC[C@@H](C2=CC=C1)NC1=NC(=C(C#N)C=C1C(F)(F)F)OC (S)-6-((5-bromo-1,2,3,4-tetrahydronaphthalen-1-yl)amino)-2-methoxy-5-(trifluoromethyl)nicotinonitrile